3-((3-exo)-3-((8-methyl-7-((5-methyl-1H-pyrazol-3-yl)amino)-1,6-naphthyridin-5-yl)amino)-8-azabicyclo[3.2.1]oct-8-yl)propionitrile CC=1C(=NC(=C2C=CC=NC12)NC1CC2CCC(C1)N2CCC#N)NC2=NNC(=C2)C